N6-(2,3-dichlorophenyl)-5-fluoro-1H-pyrazolo[3,4-b]pyridine-3,6-diamine ClC1=C(C=CC=C1Cl)NC1=C(C=C2C(=N1)NN=C2N)F